2-(acryloyloxy)ethyl-trimethylammonium tert-butyl-((1S,3S)-3-((7-cyano-5-(cyclopentylamino)-2,6-naphthyridin-3-yl)amino)cyclopentyl)carbamate C(C)(C)(C)N(C([O-])=O)[C@@H]1C[C@H](CC1)NC=1N=CC2=CC(=NC(=C2C1)NC1CCCC1)C#N.C(C=C)(=O)OCC[N+](C)(C)C